NC=1SC2=C(N1)C=CC=C2[C@@H](C=2N=NN(C2)C2CC2)NC=2C=C1C(=C(C=NC1=C(C2)Br)C#N)NCC(C)(C)C (S)-6-(((2-aminobenzo[d]thiazol-7-yl)(1-cyclopropyl-1H-1,2,3-triazol-4-yl)methyl)amino)-8-bromo-4-(neopentylamino)quinoline-3-carbonitrile